ClC=1C=C(C=CC1F)NC1=NC=NC2=CC(=C(C=C12)OC1CCN(CC1)C(=O)N1CCCCC1)OC 4-[(3-Chloro-4-fluorophenyl)amino]-6-{1-[(piperidine-1-yl)carbonyl]-piperidine-4-yloxy}-7-methoxy-quinazoline